ClC1=CC=C(C=C1)CC(=O)NC[C@H]([C@@H](O)[C@H]1[C@@H]([C@H](C[C@@](O1)(C(=O)O)OCCCCCCOCC#C)O)NC(COC)=O)O (2R,4S,5R,6R)-6-((1R,2R)-3-(2-(4-chlorophenyl)acetamido)-1,2-dihydroxypropyl)-4-hydroxy-5-(2-methoxyacetamido)-2-((6-(prop-2-yn-1-yloxy)hexyl)oxy)tetrahydro-2H-pyran-2-carboxylic acid